2-(4-(4-((4-chloro-2-fluorobenzyl)oxy)pyrimidin-2-yl)-2,5-difluorobenzyl)-1-(4,4-dimethyltetrahydrofuran-3-yl)-4-fluoro-1H-benzo[d]imidazole-6-carboxylic acid ClC1=CC(=C(COC2=NC(=NC=C2)C2=CC(=C(CC3=NC4=C(N3C3COCC3(C)C)C=C(C=C4F)C(=O)O)C=C2F)F)C=C1)F